NC1=C(C=C(C=C1)C1=CC=C(C=C1)C(F)(F)F)NC(C1=CC=C(C=C1)S(=O)(=N)C)=O N-[2-amino-5-[4-(trifluoromethyl)phenyl]phenyl]-4-(methylsulfonimidoyl)benzamide